4,7,10-tris(2-amino-2-oxoethyl)-1,4,7,10-tetraazacyclododecane-1-acetic acid NC(CN1CCN(CCN(CCN(CC1)CC(N)=O)CC(N)=O)CC(=O)O)=O